ClC1=C(C(=NC(=N1)S(=O)(=O)C)NC1=NN(C(=C1)C)C1OCCCC1)OC chloro-5-methoxy-N-(5-methyl-1-(tetrahydro-2H-pyran-2-yl)-1H-pyrazol-3-yl)-2-(methylsulfonyl)pyrimidin-4-amine